C1=C(C=CC=2SC3=CC=CC=C3NC12)C(C)S(=O)(=O)N1CCN(CC1)C(=O)C1OCCC1 (4-((1-(10H-phenothiazin-2-yl)ethyl)sulfonyl)piperazin-1-yl)(tetrahydrofuran-2-yl)methanone